FC=1C2=C(C=3C=C(NC3C1)C(=O)C1=CC(=C(C=C1)O)OC)C=CC=C2 (5-fluoro-3H-benzo[e]indol-2-yl)-(4-hydroxy-3-methoxy-phenyl)-methanone